6-{6-cyclopropyl-4-[4-fluoro-2-(4-methyl-4H-1,2,4-triazol-3-yl)phenyl]-2-pyridyl}-7-oxo-4-(trifluoromethyl)-1,6-dihydro-1,2,6-triaza-3-indenecarbonitrile C1(CC1)C1=CC(=CC(=N1)N1C=C(C=2C(=NNC2C1=O)C#N)C(F)(F)F)C1=C(C=C(C=C1)F)C1=NN=CN1C